N1[C@H]2[C@@](CCC1)(CCC2)COC=2N=C(C1=C(N2)C(=C(N=C1)Cl)F)N1CCOC[C@@](C1)(C)O[Si](C)(C)C(C)(C)C (6S)-4-(2-{[(4aS,7aR)-octahydro-1H-cyclopenta[b]pyridin-4a-yl]methoxy}-7-chloro-8-fluoropyrido[4,3-d]pyrimidin-4-yl)-6-[(tert-butyldimethylsilyl)oxy]-6-methyl-1,4-oxazepane